C(C)(C)(C)OC(=O)N1[C@@H](CN(CC1)C=1C(=CC=2N=CN=C(C2N1)NC1=CC(=C(C=C1)CC1=CC=2N(C=C1)N=CN2)C)Br)CO (S)-4-(4-((4-([1,2,4]triazolo[1,5-a]pyridin-7-ylmethyl)-3-methylphenyl)amino)-7-bromopyrido[3,2-d]pyrimidin-6-yl)-2-(hydroxymethyl)piperazine-1-carboxylic acid tert-butyl ester